(R)-(6-Chlorochroman-3-yl)(1-(3-(dimethylamino)propyl)-6-(3-methoxy-1H-pyrazol-4-yl)-1H-indol-3-yl)methanone ClC=1C=C2C[C@H](COC2=CC1)C(=O)C1=CN(C2=CC(=CC=C12)C=1C(=NNC1)OC)CCCN(C)C